N-(3-isopropylbicyclo[1.1.1]pentan-1-yl)acetamide C(C)(C)C12CC(C1)(C2)NC(C)=O